(2S,4R)-1-[(2S)-2-[4-[[(2-fluorophenyl)carbamoylamino]methyl]triazol-1-yl]-3,3-dimethyl-butanoyl]-4-hydroxy-N-methyl-pyrrolidine-2-carboxamide FC1=C(C=CC=C1)NC(=O)NCC=1N=NN(C1)[C@H](C(=O)N1[C@@H](C[C@H](C1)O)C(=O)NC)C(C)(C)C